2-cyclobutanediacetic acid C1(C(CC1)CC(=O)O)CC(=O)O